C1(=CC=CC=C1)C=1C=CC2=CC=C3C=CC(=NC3=C2N1)C1=CC=C(C=C1)C1=NC2=C3N=CC=CC3=CC=C2C=C1 2-[4-(9-phenyl-1,10-phenanthroline-2-yl)phenyl]1,10-phenanthroline